di(n-butyl salicylate) carbonate C(O)(O)=O.C(CCC)OC=1C(C(=O)O)=CC=CC1.C(CCC)OC=1C(C(=O)O)=CC=CC1